C(C)(C)C1=C(N)C(=CC=C1)C 2-isopropyl-6-methylaniline